propane-1-sulfonamide 2,2,2-trifluoroacetate FC(C(=O)O)(F)F.C(CC)S(=O)(=O)N